methyl 4-{5-[6-chloro-4-(methylamino)pyridin-3-yl]-1,3,4-thiadiazol-2-yl}bicyclo[2.2.2]octane-1-carboxylate ClC1=CC(=C(C=N1)C1=NN=C(S1)C12CCC(CC1)(CC2)C(=O)OC)NC